C1(CC1)C1=C(C(=NO1)C1=C(C=CC=C1Cl)Cl)CO[C@H]1[C@@H]2C(N([C@H](C1)C2)CC2=CC=C(C=C2)OC)=O (1S,4R,5R)-5-[[5-cyclopropyl-3-(2,6-dichlorophenyl)-1,2-oxazol-4-yl]methoxy]-2-[(4-methoxyphenyl)methyl]-2-azabicyclo[2.2.1]heptan-3-one